C(Cl)(Cl)Cl chloroform